(E)-3-phenyl-1-(3-(trifluoromethyl)phenyl)prop-2-en-1-one C1(=CC=CC=C1)/C=C/C(=O)C1=CC(=CC=C1)C(F)(F)F